1,3-bis(tert-butoxycarbonylamino)propan-2-ol (4-(((3R,4R)-1-(2-cyanoacetyl)-4-methylpiperidin-3-yl)(methyl)amino)-7H-pyrrolo[2,3-d]pyrimidin-7-yl)methyl-2-acetoxybenzoate C(#N)CC(=O)N1C[C@@H]([C@@H](CC1)C)N(C=1C2=C(N=CN1)N(C=C2)CC=2C(=C(C(=O)OC(CNC(=O)OC(C)(C)C)CNC(=O)OC(C)(C)C)C=CC2)OC(C)=O)C